(R)-N-(5-(1-methyl-1H-pyrazol-4-yl)-4-(4-morpholinopiperidin-1-yl)-2-(2,2,2-trifluoroethoxy)phenyl)-6-(3-phenylisoxazolidin-2-yl)pyrimidin-4-amine CN1N=CC(=C1)C=1C(=CC(=C(C1)NC1=NC=NC(=C1)N1OCC[C@@H]1C1=CC=CC=C1)OCC(F)(F)F)N1CCC(CC1)N1CCOCC1